FC=1C=C(C(=O)NC=2C=NC(=CC2)N2CCCC2)C=C(C1O)C=O 3-fluoro-5-formyl-4-hydroxy-N-(6-(pyrrolidin-1-yl)pyridin-3-yl)benzamide